N1=CN=C(C2=C1C=CO2)N[C@@H]2[C@H]([C@@H]([C@H]([C@@H](O2)C)NC(=O)[C@@H]2NCC[C@@H]2O)O)O (2R,3S)-N-[(2S,3R,4R,5S,6S)-6-(furo[3,2-d]pyrimidin-4-ylamino)-4,5-dihydroxy-2-methyl-tetrahydropyran-3-yl]-3-hydroxy-pyrrolidine-2-carboxamide